3-(3-(3-(benzyloxy)propyl)-3-methyl-6-oxo-2,3,6,8-tetrahydro-7H-furo[2,3-e]isoindol-7-yl)piperidine-2,6-dione C(C1=CC=CC=C1)OCCCC1(COC2=C3CN(C(C3=CC=C21)=O)C2C(NC(CC2)=O)=O)C